6-(1H-imidazol-1-yl)-N-(2-methylpyridin-4-yl)picolinamide N1(C=NC=C1)C1=CC=CC(=N1)C(=O)NC1=CC(=NC=C1)C